1-eicosanoyl-2-(7Z,10Z,13Z,16Z-docosatetraenoyl)-glycero-3-phospho-(1'-sn-glycerol) CCCCCCCCCCCCCCCCCCCC(=O)OC[C@H](COP(=O)(O)OC[C@H](CO)O)OC(=O)CCCCC/C=C\C/C=C\C/C=C\C/C=C\CCCCC